Hydroxy-benzo-triazole OC1=CC=CC=2NN=NC21